2-(4,4-difluoropiperidin-1-yl)-6-methoxy-N-(piperidin-4-ylmethyl)-7-(3-(pyrrolidin-1-yl)prop-1-yn-1-yl)quinazolin-4-amine FC1(CCN(CC1)C1=NC2=CC(=C(C=C2C(=N1)NCC1CCNCC1)OC)C#CCN1CCCC1)F